2-[[2-(2,4-difluorophenoxy)acetyl]amino]-4-[2-methoxyethyl-[4-(5,6,7,8-tetrahydro-1,8-naphthyridin-2-yl)butyl]amino]butanoic acid FC1=C(OCC(=O)NC(C(=O)O)CCN(CCCCC2=NC=3NCCCC3C=C2)CCOC)C=CC(=C1)F